(2S,4S)-1-((R)-2-(2-naphthamido)-3-cyclohexylpropanoyl)-N-(4-(2-amino-2-oxoacetyl)tetrahydro-2H-pyran-4-yl)-4-(2-oxopyridin-1(2H)-yl)pyrrolidine-2-carboxamide C1=C(C=CC2=CC=CC=C12)C(=O)N[C@@H](C(=O)N1[C@@H](C[C@@H](C1)N1C(C=CC=C1)=O)C(=O)NC1(CCOCC1)C(C(=O)N)=O)CC1CCCCC1